C(C)(C)(C)OC(=O)N(CCC(=O)O)CCC(=O)O 3-[tert-butoxycarbonyl(2-carboxyethyl)amino]propanoic acid